N(=C=O)C=1SC(=CC1)N=C=O 2,5-diisocyanatoThiophen